2-Amino-6-(2-(2,6-dioxopiperidin-3-yl)-6-methyl-1-oxoisoindolin-5-yl)-4-methylnicotinonitril NC1=C(C#N)C(=CC(=N1)C=1C=C2CN(C(C2=CC1C)=O)C1C(NC(CC1)=O)=O)C